NC=1C2=C(N=CN1)N(C(=C2C2=CC=C(C=C2)OC2=NC(=CC=C2)C)C=2C=NN(C2)C2CC(C2)N(C(C=C)=O)C)C N-(3-(4-(4-amino-7-methyl-5-(4-((6-methylpyridin-2-yl)oxy)phenyl)-7H-pyrrolo[2,3-d]pyrimidin-6-yl)-1H-pyrazol-1-yl)cyclobutyl)-N-methylacrylamide